acridine benzoindole salt N1C=CC2=CC=C3C(=C12)C=CC=C3.C3=CC=CC1=NC2=CC=CC=C2C=C31